trans-4-((3-(1-Cyclopropyl-1H-pyrazol-4-yl)phenyl)((trans-4-(4-methoxy-3-methylphenyl)cyclohexyl)methyl) carbamoyl)cyclohexyl 3-methoxyazetidine-1-carboxylate COC1CN(C1)C(=O)O[C@@H]1CC[C@H](CC1)C(N(C[C@@H]1CC[C@H](CC1)C1=CC(=C(C=C1)OC)C)C1=CC(=CC=C1)C=1C=NN(C1)C1CC1)=O